di(1,3-dimethylbutyl)dithiophosphoric acid CC(CC(C)C)OP(S)(OC(CC(C)C)C)=S